tert-butyl 3-((toluenesulfonyloxy)methyl)pyrrolidine-1-carboxylate C(C1=CC=CC=C1)S(=O)(=O)OCC1CN(CC1)C(=O)OC(C)(C)C